O(C1=CC=CC=C1)C=1N=NC(=CC1C(=O)OCC)C1=CC=CC=C1 Ethyl 3-phenoxy-6-phenyl-4-pyridazinecarboxylate